N-(6-(4-chlorophenyl)thiazolo[4,5-b]pyrazin-2-yl)-6-cyano-4-(2-(difluoromethoxy)phenyl)nicotinamide ClC1=CC=C(C=C1)C=1N=C2C(=NC1)N=C(S2)NC(C2=CN=C(C=C2C2=C(C=CC=C2)OC(F)F)C#N)=O